C(CCCCC)[N+](CCCCCCCC)(CC(C)O)CC(COCC(COCC(CC)O)(C)C)O N-hexyl-N-(2-hydroxy-3-(3-(2-hydroxybutoxy)-2,2-dimethylpropoxy)propyl)-N-(2-hydroxypropyl)octan-1-aminium